2-(2,6-dioxopiperidin-3-yl)-5-fluoro-6-(3-(piperidin-4-ylmethyl)-3,6-diazabicyclo[3.1.1]heptane-6-yl)isoindoline-1,3-dione O=C1NC(CCC1N1C(C2=CC(=C(C=C2C1=O)F)N1C2CN(CC1C2)CC2CCNCC2)=O)=O